1-{[3,5-dimethyl-7-(2-{2-[2-(hydroxy)ethoxy]ethoxy}ethoxy)tricyclo[3.3.1.13,7]dec-1-yl]methyl}-4-iodo-5-methyl-1H-pyrazole CC12CC3(CC(CC(C1)(C3)C)(C2)OCCOCCOCCO)CN2N=CC(=C2C)I